12,12-dimethoxy-3-dodecen-1-ol COC(CCCCCCCC=CCCO)OC